C1(=CC=CC=2C3=CC=CC=C3C=CC12)C#CC1=CC=CC=2C3=CC=CC=C3C=CC12 1,2-diphenanthrene-ylacetylene